6-(2-((3-methylpyridin-2-yl)amino)thiazol-4-yl)nicotinamide CC=1C(=NC=CC1)NC=1SC=C(N1)C1=NC=C(C(=O)N)C=C1